C1(=CC=C(C=C1)CN1CCNCCCNCCNCCC1)CN1CCNCCCNCCNCCC1 1,1'-[1,4-phenylenebis(methylene)]bis[1,4,8,11-tetraazacyclotetradecane]